The molecule is a 7-hydroxyisoflavone that is daidzein substituted by a hydroxy group at position 3'. It has a role as a metabolite, an antineoplastic agent and an EC 1.3.1.22 [3-oxo-5alpha-steroid 4-dehydrogenase (NADP(+))] inhibitor. It derives from a daidzein. C1=CC(=C(C=C1C2=COC3=C(C2=O)C=CC(=C3)O)O)O